tert-butyl (R)-(1-(5-(2-methoxyquinolin-3-yl)-1H-imidazol-2-yl)-2-(3-oxopropoxy)ethyl)carbamate COC1=NC2=CC=CC=C2C=C1C1=CN=C(N1)[C@H](COCCC=O)NC(OC(C)(C)C)=O